tert-Butyl 3-(3,4-diamino-2-fluorophenyl)morpholine-4-carboxylate NC=1C(=C(C=CC1N)C1N(CCOC1)C(=O)OC(C)(C)C)F